N1(N=CC=C1)CCCCNC(C1=CC(=CC=C1)N1N=C(N=C1C1=NC=CC(=C1)Cl)CC)=O N-(4-(1-1H-pyrazolyl)butyl)-3-(5-(4-chloro-2-pyridinyl)-3-ethyl-1-1H-1,2,4-triazolyl)benzamide